1-(6-Fluoro-1-naphthyl)cyclopropanamine FC=1C=C2C=CC=C(C2=CC1)C1(CC1)N